(4bR,7aS)-2-chloro-3-(3-methoxypropoxy)-7,7-dimethyl-11-oxo-4b,5,6,7,7a,11-hexahydrocyclopenta[f]pyrido[1,2-h][1,7]naphthyridine-10-carboxylic acid ClC1=NC=2C=3N([C@H]4[C@@H](C2C=C1OCCCOC)CCC4(C)C)C=C(C(C3)=O)C(=O)O